CCNC1=C(C=NC=C1)N N4-ethylpyridine-3,4-diamine